5-(2-fluoro-6-methylphenyl)-3-(4-(4-hydroxy-4-(pyrrolidin-1-ylmethyl)piperidin-1-yl)phenyl)-1H-pyrazolo[4,3-c]pyridazin-6(5H)-one FC1=C(C(=CC=C1)C)N1N=C2C(=CC1=O)NN=C2C2=CC=C(C=C2)N2CCC(CC2)(CN2CCCC2)O